C(C)(C)(C)OC(=O)NC(C(=O)O)C(C)OC 2-((tert-butoxycarbonyl)amino)-3-methoxybutyric acid